IC=1C=NN(C1)C(C(=O)NC1=C(C=C(C=C1)C(F)(F)F)CN1CCOCC1)(C)C 2-(4-iodo-1H-pyrazol-1-yl)-2-methyl-N-(2-(morpholinomethyl)-4-(trifluoromethyl)phenyl)propanamide